O1[C@H](COC2=C1C=CC=C2)C2=CC=C(CN1CCC(CC1)CO)C=C2 (1-{4-[(2S)-2,3-dihydro-1,4-benzodioxin-2-yl]benzyl}piperidin-4-yl)methanol